rac-(7S)-4,7-difluoro-7-isopropyl-N-[rac-(1R)-3-[2-(hydroxymethyl)-6-azoniaspiro[2.5]octan-6-yl]-1-(6-pyridazin-4-yl-3-pyridyl)propyl]-6,8-dihydro-5H-acridine-2-carboxamide FC1=CC(=CC2=CC=3C[C@@](CCC3N=C12)(C(C)C)F)C(=O)N[C@H](CC[NH+]1CCC2(C(C2)CO)CC1)C=1C=NC(=CC1)C1=CN=NC=C1 |r|